N=1C=C(N2N=CC=CC21)C#CC=2C=C(C(=O)NC1=CC(=C(C=C1)CNCCN1CCC(CC1)=O)C(F)(F)F)C=CC2C 3-(imidazo[1,2-b]pyridazin-3-ylethynyl)-4-methyl-N-(4-(((2-(4-oxopiperidin-1-yl)ethyl)amino)methyl)-3-(trifluoromethyl)phenyl)benzamide